2-(2-(trifluoromethyl)isonicotinyl)hydrazine-1-carboxylic acid tert-butyl ester C(C)(C)(C)OC(=O)NNCC1=CC(=NC=C1)C(F)(F)F